NC1=C2CCCN(C2=CC=C1)C1=NNC2=NC(=CN=C21)N2CCC1([C@@H]([C@@H](OC1)C)N)CC2 (3S,4S)-8-[3-(5-amino-1,2,3,4-tetrahydroquinolin-1-yl)-1H-pyrazolo[3,4-b]pyrazin-6-yl]-3-methyl-2-oxa-8-azaspiro[4.5]decan-4-amine